2-({[5-(4-aminoquinazolin-6-yl)thiophen-2-yl]methyl}amino)-N-(5-fluoro-2-methylbenzyl)pyridine-3-carboxamide NC1=NC=NC2=CC=C(C=C12)C1=CC=C(S1)CNC1=NC=CC=C1C(=O)NCC1=C(C=CC(=C1)F)C